3,4,5,6-tetrafluoropyridazine FC=1N=NC(=C(C1F)F)F